6-amino-9-benzyl-2-(propylsulfonylimino)-7H-purin-8-one NC1=C2NC(N(C2=NC(N1)=NS(=O)(=O)CCC)CC1=CC=CC=C1)=O